C[C@H](C(=O)SCCNC(CCNC([C@@H](C(COP(OP(OC[C@@H]1[C@H]([C@H]([C@@H](O1)N1C=NC=2C(N)=NC=NC12)O)OP(=O)(O)O)(=O)O)(=O)O)(C)C)O)=O)=O)C(=O)O (S)-methylmalonyl-CoA